C(C)(=O)N[C@H]1[C@@H](O[C@@H]([C@@H]([C@@H]1O)O)CO)OCCCCC(=O)N 5-{[(2R,3R,4R,5R,6R)-3-acetamido-4,5-dihydroxy-6-(hydroxymethyl)oxan-2-yl]oxy}pentanamide